COC=1C=CC(=C(C1)C#CC=1C=CC=NC1)NS(=O)(=O)C=1C(=CC=C2C=CC=NC12)C 5-{2-[5-Methoxy-2-(7-methylchinolin-8-sulfonamido)phenyl]ethynyl}pyridin